OC=1C(N(C=CN1)CC(=O)OCC)=O ethyl (3-hydroxy-2-oxo-2H-pyrazin-1-yl)-acetate